1H-INDAZOLE-4-BORONIC ACID N1N=CC=2C(=CC=CC12)B(O)O